N-[(5-methylpyrazolo[1,5-c]quinazolin-2-yl)methyl]-2-pyrrolidin-1-yl-benzamide CC1=NC=2C=CC=CC2C=2N1N=C(C2)CNC(C2=C(C=CC=C2)N2CCCC2)=O